C(N)(=O)C1=CC(=C(C=C1)[C@@H]1OC2=C(C=CC=C2C=C1)C1CCN(CC1)CC1=NC2=C(N1C[C@H]1OCC1)C=C(C=C2)C(=O)O)F 2-((4-((R)-2-(4-carbamoyl-2-fluorophenyl)-2H-chromen-8-yl)piperidin-1-yl)methyl)-1-(((S)-oxetan-2-yl)methyl)-1H-benzo[d]imidazole-6-carboxylic acid